7-methanesulfonyl-2,7-diazaspiro[3.5]nonane-2-carboxylic acid tert-butyl ester C(C)(C)(C)OC(=O)N1CC2(C1)CCN(CC2)S(=O)(=O)C